ClC=1C=C2C=CC(=CC2=CC1)OCC(CN1CCN(CC1)C=1C(=NC=C(C1)F)OC)O 1-((6-chloronaphthalen-2-yl)oxy)-3-(4-(5-fluoro-2-methoxypyridin-3-yl)piperazin-1-yl)propan-2-ol